3-(2-(((1S,2S)-2-hydroxycyclohexyl)amino)-5-(trifluoromethyl)pyrimidin-4-yl)-1H-indol-7-yl-dimethylphosphine oxide O[C@@H]1[C@H](CCCC1)NC1=NC=C(C(=N1)C1=CNC2=C(C=CC=C12)P(C)(C)=O)C(F)(F)F